(2S)-2-(4-chlorophenoxy)-N-[1-(4-fluorophenyl)ethoxy]propanamide ClC1=CC=C(O[C@H](C(=O)NOC(C)C2=CC=C(C=C2)F)C)C=C1